3-chloro-N4'-(3-((4-fluorophenyl)sulfonamido)-4-hydroxyphenyl)-N4-hydroxy-[1,1'-biphenyl]-4,4'-dicarboxamide ClC=1C=C(C=CC1C(=O)NO)C1=CC=C(C=C1)C(=O)NC1=CC(=C(C=C1)O)NS(=O)(=O)C1=CC=C(C=C1)F